(M)-3-bromo-4-((4-fluoropyridin-3-yl)methoxy)-2'-(2-(2-hydroxypropan-2-yl)pyrimidin-4-yl)-5',6-dimethyl-2H-[1,4'-bipyridin]-2-one BrC=1C(N(C(=CC1OCC=1C=NC=CC1F)C)C1=CC(=NC=C1C)C1=NC(=NC=C1)C(C)(C)O)=O